C(CCC)(C=1C(=C(C(=CC1)C(C)(C)C)O)C(C)(C)C)C=1C(=C(C(=CC1)C(C)(C)C)O)C(C)(C)C butylidenebis(2,6-di-tert-butylphenol)